5-(3-ethoxy-1-(piperidin-4-yl)-1H-pyrazol-4-yl)-3-(6-methoxypyridin-3-yl)-1-tosyl-1H-pyrrolo[2,3-b]pyridine C(C)OC1=NN(C=C1C=1C=C2C(=NC1)N(C=C2C=2C=NC(=CC2)OC)S(=O)(=O)C2=CC=C(C)C=C2)C2CCNCC2